7-chloro-N-(5-cyclopropyl-3-fluoro-6-methoxy-2-pyridinyl)imidazo[1,2-a]pyridine-3-sulfonamide ClC1=CC=2N(C=C1)C(=CN2)S(=O)(=O)NC2=NC(=C(C=C2F)C2CC2)OC